C1(CCCC1)NCC=1C=C(C=CC1)C1=CC=2C(=NC=CC2C=2C=C3C(=NNC3=CC2)N)N1 5-(2-(3-((Cyclopentylamino)methyl)phenyl)-1H-pyrrolo[2,3-b]pyridin-4-yl)-1H-indazol-3-amine